1,5,9-Decatrien C=CCCC=CCCC=C